3-hydroxy-pyrazol OC1=NNC=C1